CC=1OC(C2=C(N1)C=CC=C2)=O 2-methyl-4H-benzo[d][1,3]oxazine-4-one